CC(C#C)(OC(OC(C#C)(C)C)[SiH2]CCCCCC[SiH2]C(OC(C#C)(C)C)OC(C#C)(C)C)C 1,6-bis[bis(1,1-dimethyl-2-propynyloxy)methylsilyl]hexane